6-methoxy-N-((5-bromothiazol-4-yl)methyl)-N-ethyl-3-nitropyridin-2-amine COC1=CC=C(C(=N1)N(CC)CC=1N=CSC1Br)[N+](=O)[O-]